8-(2-methyl-1-oxo-6-(trifluoromethyl)-1,2-dihydroisoquinolin-7-yl)indolizine CN1C(C2=CC(=C(C=C2C=C1)C(F)(F)F)C1=CC=CN2C=CC=C12)=O